FC1CN(C1)CCCN1C=CC2=CC=CC=C12 1-(3-(3-fluoroazetidin-1-yl)propyl)indole